C1(CC1)C1(NN(C(=C1)C(=O)NC)CC1=C(C=CC=C1)OC)C(=O)N 3-cyclopropyl-1-(2-methoxybenzyl)-N5-methyl-1H-pyrazole-3,5-dicarboxamide